(2S,4r)-4-hydroxy-1-[(2S)-2-[4-[(2-methoxyphenoxy)methyl]triazol-1-yl]-3,3-dimethyl-butyryl]-N-methyl-pyrrolidine-2-carboxamide O[C@@H]1C[C@H](N(C1)C([C@H](C(C)(C)C)N1N=NC(=C1)COC1=C(C=CC=C1)OC)=O)C(=O)NC